C1(=CC=CC=C1)C1=CN=CO1 5-phenyl-1,3-oxazole